C(=C)C1=C(C=CC=C1)I(CCCCI(C1=C(C=CC=C1)C=C)P(C1=CC=CC=C1)C1=CC=CC=C1)P(C1=CC=CC=C1)C1=CC=CC=C1 1,4-bis(vinyldiphenylphosphinophenyliodo)butane